CCCCCCCCCCCCCCCCCCC(=O)O The molecule is a C19 straight-chain fatty acid of plant or bacterial origin. An intermediate in the biodegradation of n-icosane, it has been shown to inhibit cancer growth. It has a role as a fungal metabolite. It is a straight-chain saturated fatty acid and a long-chain fatty acid. It is a conjugate acid of a nonadecanoate.